C(#N)C1CC(C1)OC1=CC(=CC(=N1)N1CC2(C=3C=NC(=CC31)NC(C)=O)CC2)C N-(1'-(6-((1s,3s)-3-cyanocyclobutoxy)-4-methylpyridin-2-yl)-1',2'-dihydrospiro[cyclopropane-1,3'-pyrrolo[3,2-c]pyridin]-6'-yl)acetamide